[Mn].[Cu] copper manganese